2-([5-(3-Cyclopropoxyphenyl)-1-(3-methyl-1H-indazol-4-yl)-1H-pyrazol-3-yl]Methoxy)-2-methylpropionic acid C1(CC1)OC=1C=C(C=CC1)C1=CC(=NN1C1=C2C(=NNC2=CC=C1)C)COC(C(=O)O)(C)C